5-(1-cyclopropylethyl)-1H-pyrazole-3-carboxylic acid methyl ester COC(=O)C1=NNC(=C1)C(C)C1CC1